FC1=CC=C(C=C1)C1=NC=C(C(=C1)B(O)O)OC (2-(4-fluorophenyl)-5-methoxypyridin-4-yl)boronic acid